(S)-N-(2-Ethynylthiazol-4-yl)-2-(hydroxymethyl)-4-(3'-(pyrrolidin-1-yl)-[1,1'-biphenyl]-4-yl)piperazine-1-carboxamide C(#C)C=1SC=C(N1)NC(=O)N1[C@@H](CN(CC1)C1=CC=C(C=C1)C1=CC(=CC=C1)N1CCCC1)CO